FC(C(=O)O)(F)F.COC(C)C1=NC=CN1C 1-methoxyethyl-3-methylimidazole trifluoroacetate